tert-butyl (1R,5S,6r)-6-[(4-methoxy-2-thienyl)carbonyl]-3-azabicyclo[3.1.0]hexane-3-carboxylate COC=1C=C(SC1)C(=O)C1[C@H]2CN(C[C@@H]12)C(=O)OC(C)(C)C